FC=1C=C(C=CC1)C1=CC=C(C=C1)[C@@H]1[C@@H]2CN(CCCCN2[C@@H]1CO)C(=O)NC1=CC=C(C=C1)OC (8R,9R,10S)-9-[4-(3-fluorophenyl)phenyl]-10-(hydroxymethyl)-N-(4-methoxyphenyl)-1,6-diazabicyclo[6.2.0]decane-6-carboxamide